4,4'-(alpha-methylbenzylidene)bisphenol CC(C1=CC=CC=C1)(C1=CC=C(C=C1)O)C1=CC=C(C=C1)O